BrC1=CC=C(C(=N1)NC(=O)[C@H]1N[C@@H]2C[C@@H]2C1)C1CC1 (1R,3S,5R)-N-(6-bromo-3-cyclopropyl-pyridin-2-yl)-2-azabicyclo[3.1.0]hexane-3-carboxamide